CHINOLIN-8-CARBONITRIL N1=CC=CC2=CC=CC(=C12)C#N